FC=1C=CC(=C(C(=O)Cl)C1)C(F)(F)F 5-fluoro-2-(trifluoromethyl)benzoyl chloride